CN(C=O)CC1=CC=C(C=C1)N(C=O)C N-methyl-N-(4-(N-methylformamido)benzyl)formamide